tert-butyl (2S,3R)-2-((3-chloro-4-fluorophenyl) carbamoyl)-3-hydroxypyrrolidine-1-carboxylate ClC=1C=C(C=CC1F)NC(=O)[C@H]1N(CC[C@H]1O)C(=O)OC(C)(C)C